COC1=CC=C(C=C1)C1(C=CC2=C(O1)C=1C=C(C=CC1C1=C2C(C2=CC(=CC=C21)C)(CCC)O)C)C2=CC=C(C=C2)OC 3,3-bis(4-methoxyphenyl)-6,11-dimethyl-13-hydroxy-13-propyl-3h,13h-indeno[2',3':3,4]naphtho[1,2-b]pyran